5-chloro-6-(chloromethyl)pyrimidine ClC=1C=NC=NC1CCl